(cyclopropyl-(hydroxy)methyl)-3-methyl-8-(1-methyl-1H-indazol-5-yl)-1-(tetrahydro-2H-pyran-4-yl)-3,6-dihydroimidazo[4,5-d]pyrrolo[2,3-b]pyridin-2(1H)-one C1(CC1)C(O)C1=C2C(=C3C(=N1)NC=C3C=3C=C1C=NN(C1=CC3)C)N(C(N2C)=O)C2CCOCC2